BrC1=CNC2=NC=CC(=C21)C2=C(N=CN2C2CCCCC2)C2=CC=C(C=C2)F 3-bromo-4-(1-cyclohexyl-4-(4-fluorophenyl)-1H-imidazol-5-yl)-1H-pyrrolo[2,3-b]Pyridine